(R)-6-methoxy-N-(2,2,2-trifluoro-1-(4-fluorophenyl)ethyl)imidazo[1,2-b]pyridazine-3-sulfonamide COC=1C=CC=2N(N1)C(=CN2)S(=O)(=O)N[C@@H](C(F)(F)F)C2=CC=C(C=C2)F